FC=1C=NC(=NC1)N1CCC(CCC1)C(=O)N1CCOC2=C(C1)C=NC=C2C#N 4-[1-(5-fluoropyrimidin-2-yl)azepane-4-carbonyl]-3,5-dihydro-2H-pyrido[3,4-f][1,4]oxazepine-9-carbonitrile